NC1=C(C=CC=C1)C1=CC(=CC(=C1)C1=C(C=CC=C1)N)C1=C(C=CC=C1)N L-1,3,5-tri(aminophenyl)benzene